NC1=C(C=CC=C1)NC(CNC(OC(C)(C)C)=O)CC1=CC=C(C=C1)C tert-butyl (2-((2-aminophenyl)amino)-3-(p-tolyl)propyl)carbamate